CO[SiH](OC)C=C(C(=O)O)CCC.C(C=C)(=O)OCCC[SiH2]C(OC(C)C)OC(C)C diisopropyloxymethylsilylpropyl acrylate dimethoxysilyl-propyl-acrylate